OCC1(C2=C(NCO1)N=CN=C2)C 4-(hydroxymethyl)-4-methyl-1,4-dihydro-2H-pyrimido[4,5-d][1,3]oxazine